(R)-6-(2-((R)-4-acetyl-2-methylpiperazin-1-yl)pyrimidin-5-yl)-3-(2-(difluoromethoxy)phenyl)-2,3-dihydropyrazolo[1,2-a]indazol-9(1H)-one C(C)(=O)N1C[C@H](N(CC1)C1=NC=C(C=N1)C=1C=CC=2C(N3N(C2C1)[C@H](CC3)C3=C(C=CC=C3)OC(F)F)=O)C